N1=C(C=CC=C1B(O)O)B(O)O pyridine-2,6-diboronic acid